lithium bis(propan-2-yl)azoamide CC(C)[N-]N=N[N-]C(C)C.[Li+].[Li+]